deazauracil C1C(=O)NC(=O)C=C1